3-(1,1-difluoro-2-((4-hydroxy-2-methylbutan-2-yl)amino)-2-oxoethyl)-N-(3,4-difluorophenyl)-4-fluorobenzamide FC(C(=O)NC(C)(CCO)C)(F)C=1C=C(C(=O)NC2=CC(=C(C=C2)F)F)C=CC1F